O1C(=CC=C1)C1=NC=CC(=C1)B(O)O 2-(FURAN-2-YL)PYRIDINE-4-BORONIC ACID